tert-butyl (R)-(cyclobutylmethyl)(1-(4-(3-(4-(6-(pyrrolidin-1-yl)pyrazin-2-yl)-1H-1,2,3-triazol-1-yl)oxetan-3-yl)phenyl)piperidin-3-yl)carbamate C1(CCC1)CN(C(OC(C)(C)C)=O)[C@H]1CN(CCC1)C1=CC=C(C=C1)C1(COC1)N1N=NC(=C1)C1=NC(=CN=C1)N1CCCC1